O1[C@@H](COCC1)C1=C(C(=O)N)C=CC(=C1)C ((R)-1,4-dioxan-2-yl)-4-methylbenzamide